FC=1C=C(C=CC1C)C=1CCCC2=C(C1C1=CC=C(C=C1)CC1CN(C1)CCCF)C=CC=C2 8-(3-Fluoro-4-methylphenyl)-9-(4-((1-(3-fluoropropyl)azetidin-3-yl)methyl)phenyl)-6,7-dihydro-5H-benzo[7]annulen